NCC1=CC(=C(C=C1)NC(=O)C1=CC2=C(OCCC3=C2SC=C3)C=C1C=1C(=NC(=CC1)C(NCCC)=O)C(=O)OC)CC(NCCC)=O methyl 3-(9-((4-(aminomethyl)-2-(2-oxo-2-(propylamino)ethyl)phenyl)carbamoyl)-4,5-dihydrobenzo[b]thieno[2,3-d]oxepin-8-yl)-6-(propylcarbamoyl)picolinate